C(C1=CC=CC=C1)O[C@H]1C(O[C@@H]([C@@H]1OCC1=CC=CC=C1)COC(C1=CC=CC=C1)(C1=CC=CC=C1)C1=CC=CC=C1)OC (3R,4S,5R)-3,4-bis(benzyloxy)-2-methoxy-5-[(triphenylmethoxy)methyl]oxolane